N[C@@H]1CN(CC[C@H]1F)C1=NC2=C(N1CC(=O)N([C@H]1COCC1)C)C=C(C=C2)F 2-(2-((3R,4R)-3-amino-4-fluoropiperidin-1-yl)-6-fluoro-1H-benzo[d]imidazol-1-yl)-N-methyl-N-((R)-tetrahydrofuran-3-yl)acetamide